C(C=C)(=O)OCCN(C)C dimethylaminoethyl acrylate